(S)-6-(4-((4-(2-(2,6-dioxopiperidin-3-yl)-6-fluoro-1,3-dioxoisoindolin-5-yl)piperazin-1-yl)methyl)piperidin-1-yltert-Butyl)pyridazine-3-carboxylate O=C1NC(CC[C@@H]1N1C(C2=CC(=C(C=C2C1=O)N1CCN(CC1)CC1CCN(CC1)CC(C)(C)C1=CC=C(N=N1)C(=O)[O-])F)=O)=O